C1(CCCC1)NC(C1=C(C=CC(=C1)N1C=NC=C1)F)=O N-cyclopentyl-2-fluoro-5-(1H-imidazol-1-yl)benzamide